FC=1C=C(C=CC1N1C(C(CCC1)NC(=O)NC1=CC=C(C=C1)F)=O)C1=C(C=CC=C1)S(=O)(=O)C (1-(3-fluoro-2'-(methylsulfonyl)-[1,1'-biphenyl]-4-yl)-2-oxopiperidin-3-yl)-3-(4-fluorophenyl)urea